(S)-4-(2-Chloro-7-((1-((dimethylamino)methyl)cyclopropyl)methoxy)-8-fluoropyrido[4,3-d]pyrimidin-4-yl)-1,4-oxazepan-6-ol ClC=1N=C(C2=C(N1)C(=C(N=C2)OCC2(CC2)CN(C)C)F)N2CCOC[C@H](C2)O